C(CCC)C1=C(O)C=C(C(=C1)O)CCCC 2,5-di-n-butylhydroquinone